1-((difluoromethoxy)methyl)cyclopropan-1-amine hydrochloride Cl.FC(OCC1(CC1)N)F